1-(4-fluorophenethyl)-2-methyl-1H-indole-3-carbaldehyde FC1=CC=C(CCN2C(=C(C3=CC=CC=C23)C=O)C)C=C1